CS(=O)(=O)C1=CC=C(C=C1)C1NC=2C(=C3C(=NC2)N(C=C3)S(=O)(=O)C3=CC=CC=C3)N1C=1C=NN(C1)CCC#N 3-(4-(2-(4-(methylsulfonyl)phenyl)-6-(benzenesulfonyl)-2,3-Dihydroimidazo[4,5-d]pyrrolo[2,3-b]pyridin-1(6H)-yl)-1H-pyrazol-1-yl)propionitrile